Cl.C1C(CC2=CC=CC=C12)NC(=O)C=1C(=NC=CN1)NC(=O)N1CCN(CC1)S(=O)(=O)NC(OC[C@H]1NCCC1)=O (S)-pyrrolidin-2-ylmethyl ((4-((3-((2,3-dihydro-1H-inden-2-yl)carbamoyl)pyrazin-2-yl)carbamoyl)piperazin-1-yl)sulfonyl)carbamate hydrochloride